COC(=O)C=1N=C(SC1)N1CCC2=C1N=NC(=C2C)Cl 2-(3-chloro-4-methyl-5,6-dihydropyrrolo[2,3-c]pyridazin-7-yl)thiazole-4-carboxylic acid methyl ester